4-methyl-5-((1-methylpiperidin-4-yl)oxy)pyridin-2-amine CC1=CC(=NC=C1OC1CCN(CC1)C)N